NC1=CC=CC(=N1)S(=O)(=O)NC(=O)C=1C(=NC(=CC1)\C=C\C1CC1)N1C(C[C@@H](C1)C)(C)C N-[(6-Amino-2-pyridyl)sulfonyl]-6-[(E)-2-cyclopropylvinyl]-2-[(4S)-2,2,4-trimethylpyrrolidin-1-yl]pyridin-3-carboxamid